N-(5-((6-((R)-3-(3-cyanophenyl)isoxazolidine-2-yl)pyrimidine-4-yl)amino)-4-methoxy-2-(4-(4-propylpiperazine-1-yl)piperidine-1-yl)phenyl)acrylamide C(#N)C=1C=C(C=CC1)[C@@H]1N(OCC1)C1=CC(=NC=N1)NC=1C(=CC(=C(C1)NC(C=C)=O)N1CCC(CC1)N1CCN(CC1)CCC)OC